C(C)(C)(C)O[SiH](NCC(C)C)OC(C)(C)C di-tert-butoxy(iso-butylamino)silane